FC(OC1=C(C=CC(=C1F)F)[C@@H]1[C@@H](O[C@@]([C@H]1C)(C(F)(F)F)C)C(=O)NC1=CC(=NC=C1C)C(=O)N)F (2R,3R,4S,5S)-4-[[3-[2-(Difluoromethoxy)-3,4-difluorophenyl]-4,5-dimethyl-5-(trifluoromethyl)tetrahydrofuran-2-carbonyl]amino]-5-methyl-pyridin-2-carboxamid